Triazacyclotridecanecarboxylate N1(NNCCCCCCCCCC1)C(=O)[O-]